3-(4-(5-Benzylpyrimidin-2-yl)-2-methylpiperazin-1-yl)-6-(1-methyl-1H-pyrazol-4-yl)pyrazolo[1,5-a]pyridine C(C1=CC=CC=C1)C=1C=NC(=NC1)N1CC(N(CC1)C=1C=NN2C1C=CC(=C2)C=2C=NN(C2)C)C